1-[5-[4-benzyloxy-5-methyl-2-(2-phenylethyl)pyrazol-3-yl]-4-[(4-methoxyphenyl)methyl]-1,2,4-triazol-3-yl]-N-[(2,4-dimethoxyphenyl)methyl]-6-methyl-imidazo[1,5-a]pyrazine-3-carboxamide C(C1=CC=CC=C1)OC1=C(N(N=C1C)CCC1=CC=CC=C1)C=1N(C(=NN1)C=1N=C(N2C1C=NC(=C2)C)C(=O)NCC2=C(C=C(C=C2)OC)OC)CC2=CC=C(C=C2)OC